N=1N=CN2C=NC(=CC21)OC2=C(C=C(C=C2)NC2=C(C=NC1=CC=C(C=C21)NC(C=CC2N(CCC2)C)=O)C#N)C N-(4-((4-([1,2,4]triazolo[4,3-c]pyrimidin-7-yloxy)-3-methylphenyl)amino)-3-cyanoquinolin-6-yl)-3-(1-methylpyrrolidin-2-yl)acrylamide